1-(isocyanatomethyl)-4-(2-methylpropyloxy)benzene N(=C=O)CC1=CC=C(C=C1)OCC(C)C